C1(CC1)NC[C@@H]1CC(N(C1)C=1N=CC(=NC1)C(=O)NC=1C=C(C=2N(C1)C=C(N2)C)F)=O |o1:5| (S*)-5-(4-((cyclopropylamino)methyl)-2-oxopyrrolidin-1-yl)-N-(8-fluoro-2-methylimidazo[1,2-a]pyridin-6-yl)pyrazine-2-carboxamide